N-{9-[1-({[bis(4-methoxyphenyl)(phenyl)methyl]sulfanyl}methyl)-7-hydroxy-2,5-dioxabicyclo[2.2.1]heptan-3-yl]-9H-purin-6-yl}benzamide COC1=CC=C(C=C1)C(C1=CC=CC=C1)(C1=CC=C(C=C1)OC)SCC12OC(C(OC1)C2O)N2C1=NC=NC(=C1N=C2)NC(C2=CC=CC=C2)=O